CN1N=CC=C1C1=CC(=NC=2N1N=CC2)N2CC1CCC(C2)O1 3-(7-(1-methyl-1H-pyrazol-5-yl)pyrazolo[1,5-a]pyrimidin-5-yl)-8-oxa-3-azabicyclo[3.2.1]octane